N1=C(OC(C2=C1C=CC=C2)=O)C2=CC(=CC(=C2)C2=NC1=C(C(O2)=O)C=CC=C1)C1=NC2=C(C(O1)=O)C=CC=C2 1,3,5-tris(3,1-benzoxazin-4-one-2-yl)benzene